CN(C(=O)C=1N=CNC1)CC1=CC=C(C=C1)C(F)(F)F N-methyl-N-[[4-(trifluoromethyl)phenyl]methyl]-1H-imidazole-4-carboxamide